methyl 3-(4-cyano-3-fluorophenyl)-7-fluoro-4-oxo-2,3-dihydro-1H-quinoline-5-carboxylate C(#N)C1=C(C=C(C=C1)C1CNC=2C=C(C=C(C2C1=O)C(=O)OC)F)F